O1COC2=C3C1=CC=CC3=CC=C2 naphtho[1,8-de][1,3]dioxin